CC1=NC(=CC=C1S(=O)(=O)N1C[C@@H]2[C@@H](C1)CN(C2)C2CC1(COC1)C2)C(F)(F)F |r| rac-(3aR,6aR)-5-[2-methyl-6-(trifluoromethyl)pyridin-3-yl]sulfonyl-2-(2-oxaspiro[3.3]heptan-6-yl)-1,3,3a,4,6,6a-hexahydropyrrolo[3,4-c]pyrrole